2-(1-(2,5-difluorophenyl)but-3-yn-1-yl)-7-fluoro-3-oxoisoindole FC1=C(C=C(C=C1)F)C(CC#C)N1CC2=C(C=CC=C2C1=O)F